4,4-bis-(methoxymethyl)-1-phenyl-1,4-dihydronaphthalene COCC1(C=CC(C2=CC=CC=C12)C1=CC=CC=C1)COC